3-Z-[1-(4-(piperidin-1-yl-methyl)-anilino)-1-methyl-methylene]-6-carbamoyl-2-indolinone N1(CCCCC1)CC1=CC=C(N\C(\C)=C\2/C(NC3=CC(=CC=C23)C(N)=O)=O)C=C1